6-[(2,6-difluoro-4-pyridyl)amino]-N-(7,7-dimethyl-2-oxabicyclo[3.2.0]heptan-6-yl)-3-methoxy-pyridine-2-carboxamide FC1=NC(=CC(=C1)NC1=CC=C(C(=N1)C(=O)NC1C2CCOC2C1(C)C)OC)F